O1COCC=CC1 4,7-dihydro-1,3-dioxepine